2-(4-((2-oxo-cyclopentyl)methyl)phenyl)propionic acid O=C1C(CCC1)CC1=CC=C(C=C1)C(C(=O)O)C